Cl.N1=CN=C2NC=NC2=C1N1CCSC(=C1)C(=O)N1C[C@@H](CCC1)N (R)-(4-(9H-purin-6-yl)-3,4-dihydro-2H-1,4-thiazin-6-yl)(3-aminopiperidin-1-yl)methanone hydrochloride